6-Methyl-4-oxo-3-(trifluoromethyl)-4,5,6,7-tetrahydro-1-benzofuran-2-carboxylic acid ethyl ester C(C)OC(=O)C=1OC2=C(C1C(F)(F)F)C(CC(C2)C)=O